10,11-dioctyleicosane C(CCCCCCC)C(CCCCCCCCC)C(CCCCCCCCC)CCCCCCCC